N1=CN=CC(=C1)C1=CC=C(C=C1)CC(=O)O 2-(4-(pyrimidin-5-yl)phenyl)acetic acid